BrC1=C(C=C(C(=C1)[N+](=O)[O-])C)N1CCN(CC1)C(=O)[O-] 4-(2-Bromo-5-methyl-4-nitrophenyl)piperazine-1-carboxylate